BrC1=C(C=CC=C1)[C@@H]1CN(CCN1)C1=NC(=NC(=C1)C(C)C)NC |o1:7| R or S-4-(3-(2-bromophenyl)piperazin-1-yl)-6-isopropyl-N-methylpyrimidin-2-amine